ClC=1C=C(C=C(C1C=O)Cl)OC(CCCC=1C(=C(C=2C=3C=CC=C4C=CC=C(C5=CC=C(C1C52)C(F)(F)F)C43)C(F)(F)F)C(F)(F)F)=O 4-(Tris(trifluoromethyl)perylene-3-yl)butanoic acid 3,5-dichloro-4-formylphenyl ester